4-Methylideneazepane-1-carboxylic acid-2-methylpropane-2-yl ester CC(C)(C)OC(=O)N1CCC(CCC1)=C